O=C1NC(CCC1N1C(N(C2=C1C=CC=C2OC2CCN(CC2)C2CCN(CC2)C(=O)OCCCC)C)=O)=O butyl 4-[4-[1-(2,6-dioxo-3-piperidyl)-3-methyl-2-oxo-benzimidazol-4-yl]oxy-1-piperidyl]piperidine-1-carboxylate